ClC=1C=C(CC=2C=CC(=NC2)C(=O)NC2=NN(C(CC2)=O)C)C=CC1 5-(3-chlorobenzyl)-N-(1-methyl-6-oxo-1,4,5,6-tetrahydropyridazin-3-yl)picolinamide